N-[(3S,4R)-1,3-dimethylazepan-4-yl]-6-[3-(2-methoxy-4-methylsulfonyl-anilino)prop-1-ynyl]-1-(2,2,2-trifluoroethyl)benzimidazole-4-carboxamide CN1C[C@@H]([C@@H](CCC1)NC(=O)C1=CC(=CC=2N(C=NC21)CC(F)(F)F)C#CCNC2=C(C=C(C=C2)S(=O)(=O)C)OC)C